3-(1-(1-cyclohexyl-3-(difluoromethyl)-1H-pyrazol-4-yl)-1H-1,2,3-triazol-4-yl)pyrazole C1(CCCCC1)N1N=C(C(=C1)N1N=NC(=C1)C1=NNC=C1)C(F)F